ethylenglycol dimethacrylate C(C(=C)C)(=O)OCCOC(C(=C)C)=O